C12(CC3CC(CC(C1)C3)C2)CNC(CC2CCN(CC2)C2=NC=3N(C=C2)C2=C(N3)C=CC=C2)=O N-(((3R,5R,7R)-adamantan-1-yl)methyl)-2-(1-(benzo[4,5]imidazo[1,2-a]pyrimidin-2-yl)piperidin-4-yl)acetamide